C1(=CC=CC=C1)N(C1=CC(=CC(=C1C(=O)NC=1C=CC=C2C=CC=NC12)C)Br)C1=CC(=CC(=C1C(=O)NC=1C=CC=C2C=CC=NC12)C)Br 6,6'-(phenylazanediyl)bis(4-bromo-2-methyl-N-(quinolin-8-yl)benzamide)